CN(C1CCN(CC1)C1=CC=C(C=C1)NC1(N=C(C2=C(N1)NC=C2C(=O)C2=CC=C(C=C2)F)NC2CCC(CC2)CO)C)C (2-((4-(4-(dimethylamino)piperidin-1-yl)phenyl)amino)-2-methyl-4-(((1s,4s)-4-(hydroxymethyl)cyclohexyl)amino)-7H-pyrrolo[2,3-d]pyrimidin-5-yl)(4-fluorophenyl)methanone